C(C)(C)N1N=C(C2=NC(=CC(=C21)NCC2=NNC=C2)C=2C(NC=CC2)=O)C 3-[1-isopropyl-3-methyl-7-(1H-pyrazol-3-ylmethyl-amino)pyrazolo[4,3-b]pyridin-5-yl]-1H-pyridin-2-one